C(C)(C)(C)C1=CC=C(C=C1)C(C=CN(C)C)=O 1-(4-(tert-butyl)phenyl)-3-(dimethylamino)prop-2-en-1-one